NC1=C2C(=NC=N1)N(N=C2C2=CC=C(C=C2)NC(=O)C2=NN(C=C(C2=O)C2=NC=C(C=C2)F)C(C)C)C2COC2 N-[4-[4-Amino-1-(oxetan-3-yl)-1H-pyrazolo[3,4-d]pyrimidin-3-yl]phenyl]-5-(5-fluoropyridin-2-yl)-1-isopropyl-4-oxo-1,4-dihydropyridazine-3-carboxamide